3-(5-((4-(1-(4-((9-cyclopentyl-8-(phenylamino)-9H-purin-2-yl)amino)phenyl)piperidin-4-yl)piperazin-1-yl)methyl)-1-oxoisoindolin-2-yl)piperidine-2,6-dione C1(CCCC1)N1C2=NC(=NC=C2N=C1NC1=CC=CC=C1)NC1=CC=C(C=C1)N1CCC(CC1)N1CCN(CC1)CC=1C=C2CN(C(C2=CC1)=O)C1C(NC(CC1)=O)=O